C(C1=CC=CC=C1)(=O)OCC(CC=[CH-])(CC=C)COC(C1=CC=CC=C1)=O 4,4-bis((benzoyloxy)methyl)-1,6-heptadieneid